(S)-2-(1-cyclobutyl-3-methyl-4-oxo-1,4-dihydro-5H-pyrazolo[3,4-d]pyridazin-5-yl)-N-(1-(4-(trifluoromethyl)phenyl)ethyl)acetamide tert-butyl-(S)-4-hydroxy-5-oxoazepane-1-carboxylate C(C)(C)(C)OC(=O)N1CC[C@@H](C(CC1)=O)O.C1(CCC1)N1N=C(C2=C1C=NN(C2=O)CC(=O)N[C@@H](C)C2=CC=C(C=C2)C(F)(F)F)C